C(C)(C)(C)OC(=O)N1CCC(CC1)(C)C(NC1=CN(C(C(=C1)C)=O)C)=O 4-[N-(1,5-dimethyl-6-oxo-1,6-dihydropyridin-3-yl)carbamoyl]-4-methylpiperidine-1-carboxylic acid tert-butyl ester